2-iodoethyl (R)-l-1-((((9H-fluoren-9-yl)methoxy)carbonyl)amino)-13-(2-(2,6-bis(bis(tert-butoxycarbonyl)amino)-9H-purin-9-yl)acetyl)-2,2-dimethyl-3,6,9-trioxa-13-azapentadecan-15-oate C1=CC=CC=2C3=CC=CC=C3C(C12)COC(=O)NCC(OCCOCCOCCCN(CC(=O)OCCI)C(CN1C2=NC(=NC(=C2N=C1)N(C(=O)OC(C)(C)C)C(=O)OC(C)(C)C)N(C(=O)OC(C)(C)C)C(=O)OC(C)(C)C)=O)(C)C